8-chloro-2-(3-fluoro-3-methylcyclobutyl)-1-[(2R,4R)-2-methyltetrahydro-2H-pyran-4-yl]-1H-imidazo[4,5-c]quinoline ClC1=CC=2C3=C(C=NC2C=C1)N=C(N3[C@H]3C[C@H](OCC3)C)C3CC(C3)(C)F